2-(2-{[(2R,3R,11bR)-3-(2,2-dimethylpropyl)-2-hydroxy-10-methoxy-1H,2H,3H,4H,6H,7H,11bH-pyrido[2,1-a]isoquinolin-9-yl]oxy}ethoxy)propanenitrile CC(C[C@H]1[C@@H](C[C@H]2N(CCC3=CC(=C(C=C23)OC)OCCOC(C#N)C)C1)O)(C)C